COC=1C=C(C(=O)OC2=C(C=CC=C2)C(C)=O)C=C(C1C(CC)CC)OC 2-Acetylphenol 3,5-dimethoxy-4-(3-pentyl)benzoate